5-chloro-2-(difluoromethyl)-N-((1r,4r)-4-((2-oxo-3-(6-(2-oxo-pyrrolidin-1-yl)pyridin-2-yl)-2,3-dihydro-1H-benzo[d]imidazol-1-yl)methyl)cyclohexyl)nicotinamide ClC=1C=NC(=C(C(=O)NC2CCC(CC2)CN2C(N(C3=C2C=CC=C3)C3=NC(=CC=C3)N3C(CCC3)=O)=O)C1)C(F)F